N-(1,1-Dimethylprop-2-ynyl)-4-[[2-[2-hydroxy-4-(trifluoromethyl)phenyl]acetyl]amino]pyridin CC(C#C)(C)N1CC=C(C=C1)NC(CC1=C(C=C(C=C1)C(F)(F)F)O)=O